C1(CC1)C1=CC(=C(OC=2C=NC=C(C2C)B2OC(C(O2)(C)C)(C)C)C=C1)F 3-(4-cyclopropyl-2-fluoro-phenoxy)-4-methyl-5-(4,4,5,5-tetramethyl-1,3,2-dioxaborolan-2-yl)pyridine